BrCCCCNC [(4-Bromobutyl)amino]methane